5-[[2-[(2R,5S)-2-[4-(methanesulfonamido)phenyl]-5-methyl-1-piperidyl]-2-oxo-acetyl]amino]pyridine-3-carboxamide CS(=O)(=O)NC1=CC=C(C=C1)[C@@H]1N(C[C@H](CC1)C)C(C(=O)NC=1C=C(C=NC1)C(=O)N)=O